N-(3-((2,6-dioxopiperidin-3-yl)amino)-5-fluorophenyl)acetamide hydrochloride Cl.O=C1NC(CCC1NC=1C=C(C=C(C1)F)NC(C)=O)=O